cis-3-methyl-6-picolyl-6-azabicyclo[3.1.1]heptane-1-carboxylic acid CC1CC2(N(C(C1)C2)CC2=NC=CC=C2)C(=O)O